[Na+].[Na+].[Na+].OC1=C(C=C(C2=CC=C(C=C12)S(=O)(=O)[O-])N=NC1=CC=C(C2=CC=CC=C12)S(=O)(=O)[O-])S(=O)(=O)[O-] Hydroxy-4-[(4-sulfonatonaphthalen-1-yl)diazenyl]naphthalene-2,7-disulfonate trisodium salt